(1R,2S)-5'-methoxy-2-(3-{[5-methoxy-2-(propan-2-yl)pyrimidin-4-yl]amino}-1H-indazol-6-yl)spiro[cyclopropane-1,3'-indol]-2'(1'H)-one COC=1C=C2[C@]3(C(NC2=CC1)=O)[C@@H](C3)C3=CC=C1C(=NNC1=C3)NC3=NC(=NC=C3OC)C(C)C